8-[(3R)-4-[(3-chlorophenyl)(5-methylpyridin-2-yl)methyl]-3-methylpiperazin-1-yl]-5-methyl-6-oxo-5,6-dihydro-1,5-naphthyridine-2,7-dicarbonitrile ClC=1C=C(C=CC1)C(N1[C@@H](CN(CC1)C1=C(C(N(C=2C=CC(=NC12)C#N)C)=O)C#N)C)C1=NC=C(C=C1)C